N1N=NNC1=O 1,4-dihydro-tetrazol-5-one